2-[1-[6-Methyl-2-(2-methylindazol-5-yl)-4-oxo-chromen-8-yl]ethylamino]benzoic acid CC=1C=C2C(C=C(OC2=C(C1)C(C)NC1=C(C(=O)O)C=CC=C1)C1=CC2=CN(N=C2C=C1)C)=O